(S)-4-(7-chloro-6-fluoro-1-(2-isopropyl-4-methylpyridin-3-yl)-2-oxo-1,2-dihydropyrido[2,3-d]Pyrimidin-4-yl)-3-methylpiperazine-1-carboxylic acid tert-butyl ester C(C)(C)(C)OC(=O)N1C[C@@H](N(CC1)C=1C2=C(N(C(N1)=O)C=1C(=NC=CC1C)C(C)C)N=C(C(=C2)F)Cl)C